5-AMINO-1-METHYL-1H-PYRAZOLE-3-CARBOXYLIC ACID NC1=CC(=NN1C)C(=O)O